1-[3-chloro-5-[[1-(difluoromethyl)benzimidazol-2-yl]methoxy]phenyl]-5-(2-oxo-1H-pyridin-3-yl)-3-(3-pyridyl)pyrimidine-2,4-dione ClC=1C=C(C=C(C1)OCC1=NC2=C(N1C(F)F)C=CC=C2)N2C(N(C(C(=C2)C=2C(NC=CC2)=O)=O)C=2C=NC=CC2)=O